C(#N)C1=C(C=CC=C1)[C@H]([C@H](C)C=1N(C(C(=C(N1)C(=O)NC=1C=NOC1)O)=O)C)C=1C(=NN(C1C)C)C 2-((1S,2S)-1-(2-cyanophenyl)-1-(1,3,5-trimethyl-1H-pyrazol-4-yl)propan-2-yl)-5-hydroxy-N-(isoxazol-4-yl)-1-methyl-6-oxo-1,6-dihydropyrimidine-4-carboxamide